4-Amino-2-oxo-1-phenyl-7-(trifluoromethyl)-1,2-dihydroquinoline-3-carboxylic acid cyclopropyl ester C1(CC1)OC(=O)C=1C(N(C2=CC(=CC=C2C1N)C(F)(F)F)C1=CC=CC=C1)=O